ClC=1C=C2C(=CC1)NC(C21CCN(CC1)CCOC=1C=C2C(=NC1)N(N=C2)C2CC(C2)(C)O)=O 5-chloro-1'-(2-{[1-(3-hydroxy-3-methylcyclobutyl)-1H-pyrazolo[3,4-b]pyridin-5-yl]oxy}ethyl)-1,2-dihydrospiro[indole-3,4'-piperidin]-2-one